tert-butyl ((2R,3S)-2-(2,3,5-trifluorophenyl)-5-oxo-6-(trifluoromethyl)tetrahydro-2H-pyran-3-yl)carbamate FC1=C(C=C(C=C1F)F)[C@H]1OC(C(C[C@@H]1NC(OC(C)(C)C)=O)=O)C(F)(F)F